BrC1=CN=C(C2=C1N=CN(C2=O)C2CC2)F 8-Bromo-3-cyclopropyl-5-fluoropyrido[4,3-d]pyrimidin-4(3H)-one